N-(5-(4-(cyclopropanesulfonamido)-2-(1-cyclopropylethyl)-3-oxo-2,3-dihydro-1H-pyrrolo[3,4-c]pyridin-6-yl)-4-methylthiazol-2-yl)acetamide C1(CC1)S(=O)(=O)NC1=NC(=CC2=C1C(N(C2)C(C)C2CC2)=O)C2=C(N=C(S2)NC(C)=O)C